6-Bromo-3-(3-(dimeth-ylamino)azetidin-1-yl)-5-fluoro-7,9-dihydro-furo[3,4-f]quinazolin-1-ol BrC=1C2=C(C3=C(N=C(N=C3C1F)N1CC(C1)N(C)C)O)COC2